1-[(2R)-2-[4-(2-chloro-4-fluoro-phenyl)-2-oxo-chromen-7-yl]oxypropanoyl]piperidine ClC1=C(C=CC(=C1)F)C1=CC(OC2=CC(=CC=C12)O[C@@H](C(=O)N1CCCCC1)C)=O